1,7-bis(diphenylphosphino)heptane C1(=CC=CC=C1)P(CCCCCCCP(C1=CC=CC=C1)C1=CC=CC=C1)C1=CC=CC=C1